3-[(2-amino-3-fluoro-4-pyridyl)methyl]-7-hydroxy-4-methyl-chromen-2-one NC1=NC=CC(=C1F)CC=1C(OC2=CC(=CC=C2C1C)O)=O